C=C1C(CCCC1)O methylidenecyclohexan-1-ol